N1=C(C=CC=C1)C1(CCOC2(CC=CC2)C1)CO (9-(pyridin-2-yl)-6-oxaspiro[4.5]dec-2-en-9-yl)methanol